4,4'-methylenebis(2,6-ditert-butylaniline) C(C1=CC(=C(N)C(=C1)C(C)(C)C)C(C)(C)C)C1=CC(=C(N)C(=C1)C(C)(C)C)C(C)(C)C